C(C1=CC=CC=C1)(=O)C=1C=C(C=CC1)C(C(=O)N)Br 2-(3-benzoylphenyl)-2-bromoacetamide